(E)-1-(3-(3-nitrophenyl)acryloyl)piperidin-2-one [N+](=O)([O-])C=1C=C(C=CC1)/C=C/C(=O)N1C(CCCC1)=O